Ethyl-2,8,8,11-tetramethyl-4-oxo-5-pentyl-4H,8H-benzo[c][1,3]dioxino[4,5-f]chromen-2-carboxylat C(C)OC(=O)C1(OC(C=2C(=C3C4=C(C(OC3=CC2CCCCC)(C)C)C=CC(=C4)C)O1)=O)C